COC(CC(CC1=C(C=CC(=C1)Cl)[N+](=O)[O-])=O)=O 4-(5-chloro-2-nitrophenyl)-3-oxobutanoic acid methyl ester